(3,3-Difluoro-4-piperidinyl)hydrazine dihydrochloride Cl.Cl.FC1(CNCCC1NN)F